C1(=CCC1)C1=CC=C(C=C1)/C=C/C=1C=C(C=C(C1)O)O 5-[(E)-2-[4-(Cyclobuten-1-yl)phenyl]ethenyl]benzene-1,3-diol